Tert-butyl 3-(4-(6-(methylcarbamoyl)pyridin-3-yl)piperazin-1-yl)pyrrolidine-1-carboxylate CNC(=O)C1=CC=C(C=N1)N1CCN(CC1)C1CN(CC1)C(=O)OC(C)(C)C